CC1=C(C=C(C#N)C=C1)[C@]1(C[C@@H]2[C@H](N(OC2(C)C)C)[C@H](C1)C)C |r| rac-4-methyl-3-((3aR,5R,7S,7aR)-1,3,3,5,7-pentamethyl-octahydrobenzo[c]isoxazol-5-yl)benzonitrile